C1(=CC=CC=C1)CC(=O)OCC\C=C/CC Cis-3-Hexenyl phenylacetate